ClC=1C=2N(C=C(N1)C=1C=NN(C1)C)N=CC2 4-Chloro-6-(1-methylpyrazol-4-yl)pyrazolo[1,5-a]pyrazine